ClC=1C(=C(\C=N\NC(=O)C=2N=CSC2)C=C(C1)Cl)O (E)-N'-(3,5-dichloro-2-hydroxybenzylidene)thiazole-4-carbohydrazide